N[C@H](C(=O)N[C@H](C(=O)N[C@H](C(=O)OCC)CC(C)C)CC(C)C)CCC1=NC2=C(N1C)C=CC(=C2)N(CCCl)CCCl Ethyl (2S)-2-[[(2S)-2-[[(2S)-2-amino-4-[5-[bis(2-chloroethyl)amino]-1-methyl-benzimidazol-2-yl]butanoyl]amino]-4-methyl-pentanoyl]amino]-4-methyl-pentanoate